C[C@H](C1=CC=CC=C1)[NH3+] (R)-α-methylbenzylammonium